2,4-dichloro-6-([1,1'-biphenyl]-3-yl)-1,3,5-triazine ClC1=NC(=NC(=N1)Cl)C=1C=C(C=CC1)C1=CC=CC=C1